tert-butyl 4-(chlorocarbonyloxy)-3,3-dimethylpyrrolidine-1-carboxylate ClC(=O)OC1C(CN(C1)C(=O)OC(C)(C)C)(C)C